C(N)(S)=S.C(CCC)[Zn]CCCC dibutyl-zinc dithiocarbamate